3-(3-(2,3-dihydrobenzo[f][1,4]oxazepin-4(5H)-yl)-2,3-dihydro-1H-inden-5-yl)-3-(1,4-dimethyl-1H-benzo[d][1,2,3]triazol-5-yl)propanoic acid, formic acid salt C(=O)O.O1CCN(CC2=C1C=CC=C2)C2CCC1=CC=C(C=C21)C(CC(=O)O)C2=C(C1=C(N(N=N1)C)C=C2)C